N=1N=C(NC1)C1CN(CC1)C1=NC(=NC=C1)C1=CN=C2N1C=C(N=C2)C(F)(F)F 3-(4-(3-(4H-1,2,4-Triazol-3-yl)pyrrolidin-1-yl)pyrimidin-2-yl)-6-(trifluoromethyl)imidazo[1,2-a]pyrazine